C(CCCCCCC\C=C/C=C)O Z-9,11-dodecadienol